C(C1=CC=CC=C1)OC1=CC(=CC=2C=CC3=CC(=CC=C3C12)OCC1=CC=CC=C1)OC 4,7-bis(benzyloxy)-2-methoxyphenanthrene